FC(CC1(NC=C(C=C1)N)N)F 2-(2,2-difluoroethyl)pyridine-2,5-diamine